2-methoxy-6-(trifluoromethyl)aniline COC1=C(N)C(=CC=C1)C(F)(F)F